C(C)OC(=O)C1=C(N=C(S1)C1=CC(=C(C=C1)OC(F)F)C#N)C 2-(3-cyano-4-(difluoromethoxy)phenyl)-4-methylthiazole-5-carboxylic acid ethyl ester